3-(azetidin-1-yl)propyl-amide N1(CCC1)CCC[NH-]